(S)-1-(4-(trifluoromethyl)thiazol-2-yl)piperidin FC(C=1N=C(SC1)N1CCCCC1)(F)F